4-(4-Benzylpiperidin-1-yl)-N-(1H-indol-2-yl)-4-oxobutanamide C(C1=CC=CC=C1)C1CCN(CC1)C(CCC(=O)NC=1NC2=CC=CC=C2C1)=O